3-[(2-{[4-(hexyloxycarbonylamino-imino-methyl)-phenylamino]-methyl}-1-methyl-1H-benzimidazole-5-carbonyl)-pyridin-2-yl-amino]-propionic acid ethyl ester C(C)OC(CCN(C1=NC=CC=C1)C(=O)C1=CC2=C(N(C(=N2)CNC2=CC=C(C=C2)C(=N)NC(=O)OCCCCCC)C)C=C1)=O